FC1=CC=C(C=C1)S(=O)(=O)N1CCCC2=CC=C(C=C12)NS(=O)(=O)C1=CC=C(C=C1)OC(F)(F)F N-(1-((4-fluorophenyl)sulfonyl)-1,2,3,4-tetrahydroquinolin-7-yl)-4-(trifluoromethoxy)benzenesulfonamide